2-allylthio-1-(2,6-dichlorophenyl)ethane methyl-(2S)-2-[(2S)-2-[(r-butoxycarbonyl)amino]-3-cyclopropyl-N-methylpropanamido]-4-methylpentanoate COC([C@H](CC(C)C)N(C([C@H](CC1CC1)NC(=O)OCCCC)=O)C)=O.C(C=C)SCCC1=C(C=CC=C1Cl)Cl